ClC1=CC(=NC=N1)N1[C@H](CCC1)C=1N=C2N(C=C(C=C2)C2CC2)C1 (R)-2-(1-(6-chloropyrimidin-4-yl)pyrrolidin-2-yl)-6-cyclopropylimidazo[1,2-a]pyridine